COC=1C=C2C(=NC=NC2=CC1OC)OC1=CC(=C(C=C1)S(=O)(C)=N)F (4-((6,7-dimethoxyquinazolin-4-yl)oxy)-2-fluorophenyl)(imino)(methyl)-λ6-sulfanone